C(C=CC1=CC=CC=C1)C1=C(C(N(C1C1=CC=C(C=C1)F)C1=CC(=CC=C1)C)=O)O 4-cinnamyl-3-hydroxy-5-(4-fluorophenyl)-1-(3-methylphenyl)-1H-pyrrol-2(5H)-one